C(C)(C)(C)OC(=O)N[C@H]1CC2C(C[C@@H]3N(C1=O)[C@@H](CC3)C(=O)O)C2 (3S,6S,9aR)-6-((tert-butoxycarbonyl)amino)-5-oxodecahydro-1H-cyclopropa[d]pyrrolo[1,2-a]azocine-3-carboxylic acid